2-bromo-4-(3-ethyl-4-((4-fluorobenzyl)amino)-1-methyl-1H-pyrazolo[3,4-d]pyrimidin-6-yl)benzaldehyde BrC1=C(C=O)C=CC(=C1)C1=NC(=C2C(=N1)N(N=C2CC)C)NCC2=CC=C(C=C2)F